(S,E)-tert-butyl 2-((3-(7-(dimethylamino)-2-((methoxycarbonyl)amino)-7-oxohept-5-enamido)-2-oxopyridin-1(2H)-yl)methyl)-6-fluoro-4-neopentyl-1H-benzo[d]imidazole-1-carboxylate CN(C(/C=C/CC[C@@H](C(=O)NC=1C(N(C=CC1)CC1=NC2=C(N1C(=O)OC(C)(C)C)C=C(C=C2CC(C)(C)C)F)=O)NC(=O)OC)=O)C